sodium (R,E)-((1,2,3,5,6,7-hexahydro-s-indacen-4-yl)carbamoyl)((2-(1-methylpyrrolidin-2-yl)vinyl)sulfonyl)amide C1CCC2=C(C=3CCCC3C=C12)NC(=O)[N-]S(=O)(=O)\C=C\[C@@H]1N(CCC1)C.[Na+]